C1(CCCC1)C=1C2=C(N=C(N1)NC1=NC=C(C=C1)S(N)(=O)=O)NC(=C2)C(=O)N(C)C cyclopentyl-N,N-dimethyl-2-((5-sulfamoylpyridin-2-yl)amino)-7H-pyrrolo[2,3-d]pyrimidine-6-carboxamide